CN(C(=O)[C@@H]1C[C@@H](C[C@H](C1)O)NC(OCC1=CC=CC=C1)=O)C benzyl [(1S,3R,5S)-3-(dimethylcarbamoyl)-5-hydroxycyclohexyl]carbamate